N[C@H]1C2N(CC1CC2)C(=O)C=2C=CC=1N(C2)N=C(C1C)C=1N(C2=CC(=CC=C2C1)N1CC(C1)(CO)F)CC1CC1 ((7R)-7-amino-2-azabicyclo[2.2.1]hept-2-yl)(2-(1-(cyclopropylmethyl)-6-(3-fluoro-3-(hydroxymethyl)azetidin-1-yl)-1H-indol-2-yl)-3-methylpyrazolo[1,5-a]pyridin-6-yl)methanone